4-(3-(3-aminobutan-2-ylidene)azetidin-1-yl)-6-fluoro-N-(methyl-d3)-2-((2-methylpyrimidin-5-yl)oxy)-9H-pyrimido[4,5-b]indol-8-amine NC(C(C)=C1CN(C1)C1=NC(=NC=2NC3=C(C=C(C=C3C21)F)NC([2H])([2H])[2H])OC=2C=NC(=NC2)C)C